N[C@H](C(=O)NCCC1CCN(CC1)CC1=CC=C(C=C1)CN1C2=NC(=NC(=C2NC1=O)N)OCCCC)CCCCN1N=NC(=C1)CON (S)-2-amino-N-(2-(1-(4-((6-amino-2-butoxy-8-oxo-7,8-dihydro-9H-purin-9-yl)methyl)benzyl)piperidin-4-yl)ethyl)-6-(4-((aminooxy)methyl)-1H-1,2,3-triazol-1-yl)hexanamide